ClC=1C=C2C(=C(C=NC2=CC1)C=1OC=CN1)NC1=C(C(=O)O)C=CC=C1 2-[(6-chloro-3-oxazol-2-yl-4-quinolyl)amino]benzoic acid